P(=O)(OCC)(OCC)OCC(=C=O)NC=1C=C2C(=NC=NC2=CC1O[C@@H]1COCC1)NC1=CC(=C(C=C1)F)Cl (S)-diethyl (2-((4-((3-chloro-4-fluorophenyl) amino)-7-((tetrahydro-3-furyl) oxy)-6-quinazolinyl) amino)-2-carbonylethyl) phosphate